(Z)-8-((2-hydroxyethyl)amino)octanoic acid non-2-en-1-yl ester C(C=CCCCCCC)OC(CCCCCCCNCCO)=O